methyl 3-amino-5-(trifluoromethyl)benzoate NC=1C=C(C(=O)OC)C=C(C1)C(F)(F)F